C(C)(C)(C)C=1C=C(C=C(C1O)C(C)(C)C)CCC(=O)OCC(COC(CCC1=CC(=C(C(=C1)C(C)(C)C)O)C(C)(C)C)=O)(COC(CCC1=CC(=C(C(=C1)C(C)(C)C)O)C(C)(C)C)=O)COC(CCC1=CC(=C(C(=C1)C(C)(C)C)O)C(C)(C)C)=O pentaerythritol tetrakis[3-(3,5-di-tert-butyl-4-hydroxyphenyl)-propionate]